8-[(1R)-1-aminoethyl]-2-ethylsulfanyl-3,6-dimethyl-chromen-4-one N[C@H](C)C=1C=C(C=C2C(C(=C(OC12)SCC)C)=O)C